CC(CC=O)CC=C(CCCCCCCC)C 3,6-dimethyltetradec-5-enal